tert-butyl 4-(3-chloro-5H-pyrrolo[2,3-b]pyrazin-6-yl)piperidine-1-carboxylate ClC1=CN=C2C(=N1)NC(=C2)C2CCN(CC2)C(=O)OC(C)(C)C